5-{3-[4-(2-Aminoethyl)piperidin-1-yl]-4-(trifluoromethyl)phenyl}-1,3,4-oxadiazol-2(3H)-one NCCC1CCN(CC1)C=1C=C(C=CC1C(F)(F)F)C1=NNC(O1)=O